di-tert-butyl 3,3'-((2-(3-(benzyloxy)-3-oxopropanamido) propane-1,3-diyl)bis(oxy))dipropionate C(C1=CC=CC=C1)OC(CC(=O)NC(COCCC(=O)OC(C)(C)C)COCCC(=O)OC(C)(C)C)=O